C1(CC1)C1=C(C(=NO1)C1=C(C=CC=C1Cl)Cl)C1(CC2(C1)CCC(CC2)OC=2SC1=C(N2)C(=CC(=C1)C(=O)O)F)O 2-((2-(5-cyclopropyl-3-(2,6-dichlorophenyl)isoxazol-4-yl)-2-hydroxyspiro[3.5]non-7-yl)oxy)-4-fluorobenzo[d]thiazole-6-carboxylic acid